ClC=1C(=NC(=C(C1)C#N)N1CC(CC(C1)C)O)NC=1C=C2C=C(C(N(C2=CC1)CCN(C)C)=O)OCC(=O)NC 2-((6-((3-chloro-5-cyano-6-(3-hydroxy-5-methylpiperidin-1-yl)pyridin-2-yl)amino)-1-(2-(dimethylamino)ethyl)-2-oxo-1,2-dihydroquinolin-3-yl)oxy)-N-methylacetamide